2-methoxy-5-(2-((2R,5S)-5-methyl-2-(2-(1,5,5-trimethylpyrrolidin-3-yl)benzo[d]thiazol-5-yl)piperidin-1-yl)-2-oxoacetamido)nicotinamide COC1=C(C(=O)N)C=C(C=N1)NC(C(=O)N1[C@H](CC[C@@H](C1)C)C=1C=CC2=C(N=C(S2)C2CN(C(C2)(C)C)C)C1)=O